Cl.N[C@H](C)C1=CC(=CS1)C(=O)N (R)-5-(1-aminoethyl)thiophene-3-carboxamide hydrochloride